C(C)N1C2=C(C=CC1=O)N(C=C2C2=NC(=NC(=C2)OC2CCC(CC2)C(F)(F)F)C)CCO 4-ethyl-1-(2-hydroxyethyl)-3-(2-methyl-6-{[(1r,4r)-4-(trifluoro-methyl)cyclohexyl]oxy}pyrimidin-4-yl)-1H,4H,5H-pyrrolo[3,2-b]pyridin-5-one